C(C)N1CCN(CC1)CCCNC(=O)C1=CC=2SC3=NC(=CN3C2C=C1)C1=CC=C(C=C1)OC N-[3-(4-ethylpiperazin-1-yl)propyl]-4-(4-methoxyphenyl)-7-thia-2,5-diazatricyclo[6.4.0.02,6]dodeca-1(8),3,5,9,11-penta-ene-10-carboxamide